COC(=O)C=1C(C2=C(NC1CF)COC2=O)C2=C(C(=CC(=C2)F)F)C(CF)F.C(C2=CC=CC=C2)OC2=C(NC(=O)OC(C)(C)C)C=CC=C2 2-benzyloxy-N-Bocaniline methyl-4-(2-(1,2-difluoroethyl)-3,5-difluorophenyl)-2-(fluoromethyl)-5-oxo-1,4,5,7-tetrahydrofuro[3,4-b]pyridine-3-carboxylate